6-chloro-2-(2-((1R,2S)-2-(hydroxymethyl)cyclopropyl)ethyl)nicotinic acid tert-butyl ester C(C)(C)(C)OC(C1=C(N=C(C=C1)Cl)CC[C@H]1[C@H](C1)CO)=O